3-[6-amino-1-[(2-fluoro-4-nitro-phenyl)methyl]pyrazolo[3,4-d]pyrimidin-4-yl]-2-fluoro-benzonitrile NC1=NC(=C2C(=N1)N(N=C2)CC2=C(C=C(C=C2)[N+](=O)[O-])F)C=2C(=C(C#N)C=CC2)F